tri-n-octyl-phosphine C(CCCCCCC)P(CCCCCCCC)CCCCCCCC